(E)-4-Phenyl-3-((3-(4-(pyrrolidin-1-ylmethyl)styryl)-1H-indazol-6-yl)methylene)pyrrolidine C1(=CC=CC=C1)C1\C(\CNC1)=C/C1=CC=C2C(=NNC2=C1)C=CC1=CC=C(C=C1)CN1CCCC1